COC(C(C)(C)C1=CC=C(C=C1)C(C(=O)N)(C)C)=O 2-(4-(1-amino-2-methyl-1-oxoprop-2-yl)phenyl)-2-methylpropanoic acid methyl ester